OCC(CCC(=O)OC)CO methyl 5-hydroxy-4-(hydroxymethyl)pentanoate